ClC1=C(C=CC=C1)C1=C(C(=NC2=CC(=CN=C12)C1=C(N=CS1)C)N1CC2(CN(C2)C(C=C)=O)CC1)C#N 4-(2-chlorophenyl)-7-(4-methyl-1,3-thiazol-5-yl)-2-(2-(2-propenoyl)-2,6-diazaspiro[3.4]octan-6-yl)-1,5-naphthyridine-3-carbonitrile